C(C1=CC=CC=C1)N1C(=NC2=C1C=CC=C2C(=O)N)C2=NC=CC=C2 1-benzyl-2-(pyridin-2-yl)-1H-benzo[d]imidazole-4-carboxamide